C(C)N1N=CC=2C1=NC(=NC2NCC2=CC=C(C=C2)S(=O)(=O)N)OCCC(C)(C)OC 4-((1-Ethyl-6-(3-methoxy-3-methylbutoxy)-1H-pyrazolo[3,4-d]pyrimidin-4-yl)aminomethyl)-benzenesulfonamide